ClC1=NC=CC(=N1)[2H] 2-chloropyrimidin-d